CN1N=C(C=C1C)NC1=NC=C(C(=N1)C1=CNC2=C(C=CC=C12)NC(CN1CC(C1)OC1=NC=NC=C1)=O)C N-(3-(2-((1,5-dimethyl-1H-pyrazol-3-yl)amino)-5-methylpyrimidin-4-yl)-1H-indol-7-yl)-2-(3-(pyrimidin-4-yloxy)azetidin-1-yl)acetamide